(R)-3-methyl-2-(2-(5,6,7,8-tetrahydro-[1,2,4]triazolo[4,3-a]pyridin-6-yl)-2H-pyrazolo[3,4-b]pyridin-6-yl)-5-(trifluoromethyl)phenol CC=1C(=C(C=C(C1)C(F)(F)F)O)C=1C=CC=2C(N1)=NN(C2)[C@@H]2CCC=1N(C2)C=NN1